1-[5-(3-Cyclopropyltriazol-4-yl)-3-pyridyl]-6-oxo-pyridine-3-carboxylic acid C1(CC1)N1N=NC=C1C=1C=C(C=NC1)N1C=C(C=CC1=O)C(=O)O